6-(oxazol-5-yl)imidazo[1,2-a]pyridin-2-amine O1C=NC=C1C=1C=CC=2N(C1)C=C(N2)N